ClC1=C(C=CC(=C1)F)N1N=CC(=C1)C(=O)N1[C@@H](C[C@@H](C1)OC1=CC(=CC=C1)C=1C2=CN(N=C2C=CC1)CCCCCN1C(C2=CC=CC=C2C1=O)=O)C(=O)OC methyl (2S,4S)-1-[1-(2-chloro-4-fluoro-phenyl)pyrazole-4-carbonyl]-4-[3-[2-[5-(1,3-dioxoisoindolin-2-yl)pentyl]indazol-4-yl]phenoxy]pyrrolidine-2-carboxylate